OC1=C(C2=CC=CC=C2C=C1)C1=C(C=CC2=CC=C(C=C12)OC)NC(C1=CC=CC=C1)=O N-(2'-hydroxy-7-methoxy-[1,1'-binaphthyl]-2-yl)benzamide